CC1CCC2=CC=CC(=C12)C1=CC=2N=CN=CC2C=N1 7-(3-methyl-2,3-dihydro-1H-inden-4-yl)pyrido[4,3-d]pyrimidine